3-(6-bromo-2-pyridyl)-7-[1-(trifluoromethyl)cyclopropyl]imidazo[1,2-b]pyridazine BrC1=CC=CC(=N1)C1=CN=C2N1N=CC(=C2)C2(CC2)C(F)(F)F